nonadecyl isocyanate C(CCCCCCCCCCCCCCCCCC)N=C=O